4-cyclobutyl-3-methylpiperazin C1(CCC1)N1C(CNCC1)C